5-[2-fluoro-6-hydroxy-4-(2-phenyl-4-pyridyl)phenyl]-1,1-dioxo-1,2,5-thiadiazolidin-3-one FC1=C(C(=CC(=C1)C1=CC(=NC=C1)C1=CC=CC=C1)O)N1CC(NS1(=O)=O)=O